(2S,3S)-ethyl 3-((2-chloro-6-(5-nitrofuran-2-yl)pyrimidin-4-yl)amino)bicyclo[2.2.2]octane-2-carboxylate ClC1=NC(=CC(=N1)N[C@@H]1[C@H](C2CCC1CC2)C(=O)OCC)C=2OC(=CC2)[N+](=O)[O-]